1,1,1,2,2,3,3,4,4,5,5,6,6,7,7,8,8,8-octadecafluorooctane FC(C(C(C(C(C(C(C(F)(F)F)(F)F)(F)F)(F)F)(F)F)(F)F)(F)F)(F)F